N1=C(C=CC=C1)C=1NC=CN1 pyridyl-(imidazole)